diethyl 2,5-dihydroxyisophthalate OC1=C(C(=O)OCC)C=C(C=C1C(=O)OCC)O